C(C)(C)(C)OC(=O)N1C(COCC1)C1=CC=2N(C=C1)C(=CN2)C2=CC(=C(C(=C2)OC)C(NC2CC2)=O)OC(F)F 3-[3-[4-(Cyclopropylcarbamoyl)-3-(difluoromethoxy)-5-methoxy-phenyl]imidazo[1,2-a]pyridin-7-yl]morpholine-4-carboxylic acid tert-butyl ester